ethyl-1-tert-butoxycarbonylamino-8-o-nitrobenzenesulfonylamino-6-aminopyrrolo[4,3,2-de]quinoline C(C)C1N(C=2C3=C1C=CN=C3C(=CC2NS(=O)(=O)C2=C(C=CC=C2)[N+](=O)[O-])N)NC(=O)OC(C)(C)C